COC(CC1CCN(CC1)C1=C(C=C(C=C1F)Br)F)=O 2-[1-(4-bromo-2,6-difluoro-phenyl)-4-piperidinyl]Acetic acid methyl ester